ClC1=NC=CC2=C1C=C(N2)C(=O)[O-].[Na+] sodium 4-chloro-1H-pyrrolo[3,2-c]pyridine-2-carboxylate